4-Amino-2-(ethoxymethyl)-1H-imidazo[4,5-c]quinoline NC1=NC=2C=CC=CC2C2=C1N=C(N2)COCC